N-(7-bromobenzo[d]isoxazol-3-yl)-N-((2,4-dimethoxybenzyl)oxy)-5-ethyl-2-methoxybenzenesulfonamide BrC1=CC=CC=2C(=NOC21)N(S(=O)(=O)C2=C(C=CC(=C2)CC)OC)OCC2=C(C=C(C=C2)OC)OC